P(=S)(OCCCCCCCOC(C=C)=O)(O)O acryloxyheptyl dihydrogen thiophosphate